N-((2S)-2,5-diamino-3-hydroxypentyl)-3-(4-fluorophenyl)-1H-indole-2-carboxamide hydrogen chloride salt Cl.N[C@@H](CNC(=O)C=1NC2=CC=CC=C2C1C1=CC=C(C=C1)F)C(CCN)O